C[C@@H]1CN(C[C@@H](O1)C)C(=O)C1=NN(C=2CC[C@@H](CC12)C(F)(F)F)CC(=O)N1CCN(CC1)C1=C(C(=CC=C1)C)C 2-[(5S)-3-[(2R,6S)-2,6-dimethylmorpholine-4-carbonyl]-5-(trifluoromethyl)-4,5,6,7-tetrahydro-1H-indazol-1-yl]-1-[4-(2,3-dimethylphenyl)piperazin-1-yl]ethan-1-one